O(P(O)(=O)OP(=O)(O)OP(=O)(O)O)C[C@]1(O[C@H](C[C@@H]1O)N1C(N=C(C(=C1)F)N)=O)C ((2R,3S,5R)-5-(4-amino-5-fluoro-2-oxopyrimidin-1(2H)-yl)-3-hydroxy-2-methyltetrahydrofuran-2-yl)methyl tetrahydrogen triphosphate